C(C)(C)(C)OOC1=C(C=CC=C1)OOC(C)(C)C Di(t-butylperoxy)benzene